o-dichlorophenylporphyrin ClC1(C(C=CC=C1)Cl)C1=C2NC(=C1)C=C1C=CC(=N1)C=C1C=CC(N1)=CC=1C=CC(N1)=C2